N-[(2-aminoquinolin-7-yl)methyl]-N-(2-methanesulfonylphenyl)-5-methyl-1,2-oxazole-3-carboxamide NC1=NC2=CC(=CC=C2C=C1)CN(C(=O)C1=NOC(=C1)C)C1=C(C=CC=C1)S(=O)(=O)C